OC(CNC=1N=CC(=NC1C)N1C=CC2=CC=CC(=C12)C#N)(C)C 5-((2-hydroxy-2-methylpropyl)amino)-6-methylpyrazin-2-yl-1H-indole-7-carbonitrile